3-[(2-fluoro-4-iodophenyl)amino]Pyridine-4-carboxylic acid 1-oxide FC1=C(C=CC(=C1)I)NC=1C=[N+](C=CC1C(=O)O)[O-]